O[C@@H](COC1=NC(=CC(=C1)C=1C=C(C=CC1C)NC(=O)N1CC(=CC1)CC(F)(F)F)N1CCOCC1)C (R)-N-(3-(2-(2-hydroxypropoxy)-6-morpholinopyridin-4-yl)-4-methylphenyl)-3-(2,2,2-trifluoroethyl)-2,5-dihydro-1H-pyrrole-1-carboxamide